1-(2-hydroxyethyl)piperazine bromide salt [Br-].OCCN1CCNCC1